FC=1C(=NC(=NC1)NC1CCN(CC1)S(=O)(=O)C(C)C)C=1C=NC(=C(C1)F)OC(C)C 5-fluoro-4-(5-fluoro-6-isopropoxypyridin-3-yl)-N-(1-(isopropylsulfonyl)piperidin-4-yl)pyrimidin-2-amine